C(C=C)OC=1C2=CC=CC=C2C(=C2C=CC=CC12)OCC=C 9,10-di(allyloxy)anthracene